(3-mercaptopropyl)methyl-dimethoxysilane SCCC[Si](OC)(OC)C